Ethyl 1-methyl-3-(4-((7-(5-methyl-1,2,4-oxadiazol-3-yl)isoquinolin-1-yl)amino)butanoyl)-1H-pyrazole-5-carboxylate CN1N=C(C=C1C(=O)OCC)C(CCCNC1=NC=CC2=CC=C(C=C12)C1=NOC(=N1)C)=O